Sodium (perfluorophenyl)tris(2,3,5,6-tetrafluoro-4-vinylphenyl)borate FC1=C(C(=C(C(=C1F)F)F)F)[B-](C1=C(C(=C(C(=C1F)F)C=C)F)F)(C1=C(C(=C(C(=C1F)F)C=C)F)F)C1=C(C(=C(C(=C1F)F)C=C)F)F.[Na+]